O1[C@@H](CC1)CN1C=NC2=C1C=C(C=C2OC2COC2)C(=O)O 1-(((S)-oxetan-2-yl)methyl)-4-(oxetan-3-yloxy)-1H-benzo[d]imidazole-6-carboxylic acid